1'-(6-((2-Amino-3-chloropyridin-4-yl)thio)pyrido[2,3-b]pyrazin-2-yl)-5,7-dihydrospiro[cyclopenta[b]pyridin-6,4'-piperidin]-7-amine NC1=NC=CC(=C1Cl)SC=1C=CC=2C(=NC=C(N2)N2CCC3(CC2)CC=2C(=NC=CC2)C3N)N1